7-((1R,3r,5S,6r)-6-(3-(5-(difluoromethoxy)pyridin-3-yl)-1-isopropyl-1H-pyrazol-5-yl)bicyclo[3.1.0]hexan-3-yl)-2-thia-7-azaspiro[3.5]nonane 2,2-dioxide FC(OC=1C=C(C=NC1)C1=NN(C(=C1)C1[C@H]2CC(C[C@@H]12)N1CCC2(CS(C2)(=O)=O)CC1)C(C)C)F